biflavon O1C(=C(C(=O)C2=CC=CC=C12)C1=C(OC2=CC=CC=C2C1=O)C1=CC=CC=C1)C1=CC=CC=C1